N-(3-((5-bromo-2-((3-methyl-1-(8-methyl-8-azabicyclo[3.2.1]octan-3-yl)-1H-pyrazol-4-yl)amino)pyrimidin-4-yl)amino)propyl)-1-methylazetidine-3-carboxamide BrC=1C(=NC(=NC1)NC=1C(=NN(C1)C1CC2CCC(C1)N2C)C)NCCCNC(=O)C2CN(C2)C